N-((4-((9-(cyclopropylmethyl)-9H-purin-6-yl)oxy)phenyl)carbamothioyl)-3-methylbenzamide C1(CC1)CN1C2=NC=NC(=C2N=C1)OC1=CC=C(C=C1)NC(=S)NC(C1=CC(=CC=C1)C)=O